O(C=1C=C(C=CC1)N1C(C(C(C1([2H])[2H])([2H])[2H])([2H])[2H])([2H])[2H])C=1C=C(C=CC1)N1C(C(C(C1([2H])[2H])([2H])[2H])([2H])[2H])([2H])[2H] 1,1'-(Oxybis(3,1-phenylene))bis(pyrrolidine-2,2,3,3,4,4,5,5-d8)